P(O)(=O)(OP(=O)(O)OP(=O)(O)O)OC[C@@H]1[C@H]([C@H]([C@@H](O1)N1C=NC=2C(=O)NC(N)=NC12)S)O thioguanosine-5'-triphosphate